C1(=CC=CC=C1)CC(=O)NC1=NN=C(S1)N1CCC(CC1)CCOCC1=CC=C(C(=O)N)C=C1 4-((2-(1-(5-(2-phenylacetamido)-1,3,4-thiadiazol-2-yl)piperidin-4-yl)ethoxy)methyl)benzamide